(E)-2,3-bis(3-cyanophenyl)acrolein C(#N)C=1C=C(C=CC1)/C(/C=O)=C\C1=CC(=CC=C1)C#N